methyl 4-amino-1-(2-methyl-4-nitrophenyl)-2-oxo-7-(trifluoromethyl)-1,2-dihydroquinoline-3-carboxylate NC1=C(C(N(C2=CC(=CC=C12)C(F)(F)F)C1=C(C=C(C=C1)[N+](=O)[O-])C)=O)C(=O)OC